(2S,4R)-N-{(2S)-1-(1,3-benzoxazol-2-yl)-1-oxo-3-[(3S)-2-oxopyrrolidin-3-yl]propan-2-yl}-4-methyl-1-[N-(trifluoroacetyl)-L-valyl]piperidine-2-carboxamide O1C(=NC2=C1C=CC=C2)C([C@H](C[C@H]2C(NCC2)=O)NC(=O)[C@H]2N(CC[C@H](C2)C)C([C@@H](NC(C(F)(F)F)=O)C(C)C)=O)=O